FC(C=1C(=CN(C(C1)=O)C)C(=O)NC1=C(C=C(C(=C1)C=1C=NC(=NC1)N1CCOCC1)F)N1C[C@H](N(CC1)C)C)F |r| 4-(difluoromethyl)-N-[4-fluoro-5-(2-morpholin-4-ylpyrimidin-5-yl)-2-[rac-(3R)-3,4-dimethylpiperazin-1-yl]phenyl]-1-methyl-6-oxopyridine-3-carboxamide